FC(C(=O)O)(F)F.NC1=NN2C(N=C(C=C2)C=2C=NC=C(C2)OC)=C1C(=O)NC(C)C1=CC(=C2C(=NNC2=C1OCC)Cl)Cl 2-Amino-N-(1-(3,4-dichloro-7-ethoxy-1H-indazol-6-yl)ethyl)-5-(5-methoxypyridin-3-yl)pyrazolo[1,5-a]pyrimidine-3-carboxamide trifluoroacetate salt